C(CCCCCCCCCCCCCCCCCCCCCC)O n-tricosyl alcohol